2-[(3R,5S,8R,9S,10S,13S,14S,17S)-3-hydroxy-3,10,13-trimethyl-1,2,4,5,6,7,8,9,11,12,14,15,16,17-tetradecahydrocyclopenta[a]phenanthren-17-yl]-2-methyl-propane-1,3-diol O[C@@]1(CC[C@@]2([C@H]3CC[C@@]4([C@H](CC[C@H]4[C@@H]3CC[C@H]2C1)C(CO)(CO)C)C)C)C